BrCC(=O)C=1C=NC(=CC1)C1CC1 2-bromo-1-(6-cyclopropylpyridin-3-yl)ethan-1-one